C(CC)N1N=CC(=C1)S(=O)(=O)N1CC(NCC1)=O 4-((1-propyl-1H-pyrazol-4-yl)sulfonyl)piperazin-2-one